2-(4-(2-(2,6-dimethylpyridin-4-yl)-3-isopropyl-1H-indol-5-yl)piperidin-1-yl)-2-oxoacetic acid CC1=NC(=CC(=C1)C=1NC2=CC=C(C=C2C1C(C)C)C1CCN(CC1)C(C(=O)O)=O)C